FC1=C2C(=CN=C1N1[C@@H](CNCC1)C)NC(=C2C(C)C)C=2C(=C(C=1N(C2)N=CN1)C)C (R)-6-(4-fluoro-3-isopropyl-5-(2-methylpiperazin-1-yl)-1H-pyrrolo[2,3-c]pyridin-2-yl)-7,8-dimethyl-[1,2,4]triazolo[1,5-a]pyridine